5-Butyl-8-phenyl-3H-[1,2,4]triazolo[5,1-i]purine C(CCC)C=1N2C(C=3N=CNC3N1)=NC(=N2)C2=CC=CC=C2